(3-((tert-Butyldimethylsilyl)oxy)-2-fluorophenyl)-8-(2,6-difluorobenzyl)-2-(furan-2-ylmethyl)imidazo[1,2-a]pyrazin-3(7H)-one [Si](C)(C)(C(C)(C)C)OC=1C(=C(C=CC1)C1=CNC(=C2N1C(C(=N2)CC=2OC=CC2)=O)CC2=C(C=CC=C2F)F)F